Cl.ClC1=C(OC2=CC3=C(C=N2)C(CN3C(CN3[C@H](CN[C@@H](C3)C)CN3C(OCC3)=O)=O)(C)C)C=CC=C1 3-{[(2R,5R)-1-{2-[6-(2-Chlorophenoxy)-3,3-dimethyl-1H,2H,3H-pyrrolo[3,2-c]pyridin-1-yl]-2-oxoethyl}-5-methylpiperazin-2-yl]methyl}-1,3-oxazolidin-2-one hydrochloride